N[C@H]1C(NCC1)=O (R)-3-amino-2-pyrrolidone